(S)-5-methoxy-2-(trifluoromethyl)-3,4-dihydro-2H-pyrrole COC=1CC[C@H](N1)C(F)(F)F